S(=O)(=O)(C1=CC=C(C=C1)N1C2=CC=C(C=C2C=2C=C(C=CC12)OC)OC)C1=CC=C(C=C1)N1C2=CC=C(C=C2C=2C=C(C=CC12)OC)OC 9,9'-(sulfonylbis(4,1-phenylene))bis(3,6-dimethoxy-9H-carbazole)